NC1CCN(CC1)C1CCN(CC1)C1=C(C=C(C=C1)N[C@H]1C(NC(CC1)=O)=O)F |r| rac-(R)-3-((4-(4-amino-[1,4'-bipiperidin]-1'-yl)-3-fluorophenyl)amino)piperidine-2,6-dione